7-ethyl-4-(4-fluoro-3-(2-(1-fluorocyclopropyl)-7-(methoxymethyl)imidazo[1,2-a]pyridine-6-yl)phenyl)-7H-imidazo[4,5-c]pyridazine C(C)N1C=NC2=C1N=NC=C2C2=CC(=C(C=C2)F)C=2C(=CC=1N(C2)C=C(N1)C1(CC1)F)COC